OC1CC(CC1)CN1N=C(C=C1)S(=O)(=O)N(CC1=CC=C(C=C1)OC)CC1=CC=C(C=C1)OC 1-((3-Hydroxycyclopentyl)methyl)-N,N-bis(4-methoxybenzyl)-1H-pyrazole-3-sulfonamide